2-chloro-N-(3-(1-(4-((4-chlorophenyl)amino)tetrahydro-2H-pyran-4-carbonyl)piperidin-4-yl)propyl)acetamide ClCC(=O)NCCCC1CCN(CC1)C(=O)C1(CCOCC1)NC1=CC=C(C=C1)Cl